OC1OC2=C(OC1)C=CC=C2N2CCN(CC2)O 3-Hydroxy-5-(4-hydroxypiperazin-1-yl)-2,3-dihydro-1,4-benzodioxine